BrC=1C=C2C(=NN(C2=CC1)C1=CC(=C(C(=C1)OCOC)F)F)C 5-Bromo-1-(3,4-difluoro-5-(methoxymethoxy)phenyl)-3-methyl-1H-indazole